N-(4-((1R,3R)-2-(bicyclo[1.1.1]pentan-1-yl)-3-methyl-2,3,4,9-tetrahydro-1H-pyrido[3,4-b]indol-1-yl)phenyl)-1-(2-fluoroethyl)azetidin-3-amine C12(CC(C1)C2)N2[C@@H](C=1NC3=CC=CC=C3C1C[C@H]2C)C2=CC=C(C=C2)NC2CN(C2)CCF